FC=1C(=C(C=CC1F)[C@H]1[C@@H](S[C@](C1)(C(F)(F)F)C)C(=O)NC1=CC(=CC=C1)NS(=O)(=O)CCO)OC (2R,3S,5R)-3-(3,4-difluoro-2-methoxy-phenyl)-N-[3-(2-hydroxyethylsulfonylamino)phenyl]-5-methyl-5-(trifluoromethyl)tetrahydrothiophene-2-carboxamide